C1(=CC=CC=C1)[C@H](C)[C@H](CCOC)N1N=CN=C1 2-[(2S,3S)-2-phenyl-methoxypentane-3-yl]-1,2,4-triazole